C(#N)C1=CC=C(C=C1)C[C@@H](C(=O)N1CCC2=CC=C(C=C12)F)NC(OC(C)(C)C)=O (S)-tert-butyl (3-(4-cyanophenyl)-1-(6-fluoroindolin-1-yl)-1-oxopropan-2-yl)carbamate